tert-butyl (S)-(1-(8-bromoimidazo[1,2-c]pyrimidin-5-yl)-4'H,6'H-spiro[piperidine-4,5'-pyrrolo[1,2-b]pyrazol]-4'-yl)carbamate BrC=1C=2N(C(=NC1)N1CCC3([C@@H](C=4N(N=CC4)C3)NC(OC(C)(C)C)=O)CC1)C=CN2